(2S,3S,4R,5R)-3,4-dihydroxyl-5-(2-(5-methoxypyridin-3-yl)-6-((((6-methylpyridin-2-yl))methyl)amino)-9H-purin-9-yl)-N-methyltetrahydrofuran-2-carboxamide O[C@@H]1[C@H](O[C@H]([C@@H]1O)N1C2=NC(=NC(=C2N=C1)NCC1=NC(=CC=C1)C)C=1C=NC=C(C1)OC)C(=O)NC